C(C)(=O)OCC=1NC(=C(C(C1C(=O)OCC)C1=C(C(=CC(=C1)F)F)C(F)F)C(=O)OC)CCF 3-ethyl 5-methyl 2-(acetoxymethyl)-4-(2-(difluoromethyl)-3,5-difluorophenyl)-6-(fluoro ethyl)-1,4-dihydropyridine-3,5-dicarboxylate